ethyl 2-(6-chloropyridazin-3-yl)-2-fluoroacetate ClC1=CC=C(N=N1)C(C(=O)OCC)F